FC1=C(C=CC(=C1C#CC=1C=C2C(=NC1)NN=C2)F)NS(=O)(=O)C=2C=CC1=C(NC(CO1)=O)C2 N-(2,4-difluoro-3-(1H-pyrazolo[3,4-b]pyridin-5-ylethynyl)phenyl)-3-oxo-3,4-dihydro-2H-1,4-benzoxazin-6-sulfonamide